OCC[N+]1(CCCCC1)CCO N,N-bis(2-hydroxyethyl)piperidinium